(E)-N-(2-methyl-6-(3,4,5-trimethoxyphenyl)-3-((E)-3,4,5-trimethoxystyryl)imidazo[1,2-b][1,2,4]triazin-7-yl)-1-(3,4,5-trimethoxyphenyl)methanimine CC=1C(=NC=2N(N1)C(=C(N2)C2=CC(=C(C(=C2)OC)OC)OC)/N=C/C2=CC(=C(C(=C2)OC)OC)OC)\C=C\C2=CC(=C(C(=C2)OC)OC)OC